2-(benzo[b]thiophen-2-yl)quinoline S1C2=C(C=C1C1=NC3=CC=CC=C3C=C1)C=CC=C2